(R)-3-((3-(3,3-difluorobutyl)-5-(4-fluorophenyl)-2-methyl-1,1-dioxido-7-(trifluoromethyl)-2,3,4,5-tetrahydrobenzo[f][1,2,5]thiadiazepin-8-yl)oxy)-2,2-dimethylpropanoic acid FC(CC[C@H]1N(S(C2=C(N(C1)C1=CC=C(C=C1)F)C=C(C(=C2)OCC(C(=O)O)(C)C)C(F)(F)F)(=O)=O)C)(C)F